4,4'-(dibenzo[b,d]thiophene-3,7-diyl)dianiline C1=CC(=CC=2SC3=C(C21)C=CC(=C3)C3=CC=C(N)C=C3)C3=CC=C(N)C=C3